tert-butyl (2S,5S)-2-(5-aminopyridin-3-yl)-5-methylpyrrolidine-1-carboxylate NC=1C=C(C=NC1)[C@H]1N([C@H](CC1)C)C(=O)OC(C)(C)C